ClC=1C(=CC=C2N=CC(=NC12)C=1C=NN(C1)C1CCC(CC1)(F)F)OC=1C=CC2=C(NC(=N2)C)C1 8-chloro-2-(1-(4,4-difluorocyclohexyl)-1H-pyrazol-4-yl)-7-((2-methyl-1H-benzo[d]imidazol-6-yl)oxy)quinoxaline